N,N-dibutyl-3-aminopropyl-trimethoxysilane C(CCC)N(CCC[Si](OC)(OC)OC)CCCC